(E)-cinnamoyl-CoA (R)-phenyllactate C1(=CC=CC=C1)[C@](C(=O)O)(O)C.C(\C=C\C1=CC=CC=C1)(=O)SCCNC(CCNC([C@@H](C(COP(OP(OC[C@@H]1[C@H]([C@H]([C@@H](O1)N1C=NC=2C(N)=NC=NC12)O)OP(=O)(O)O)(=O)O)(=O)O)(C)C)O)=O)=O